C(C)(C)(C)OC(NC12CC(C1)(C2)N2C=C(C=C2)C2=CC(=C(C=C2)Cl)F)=O (3-(3-(4-chloro-3-fluorophenyl)-1H-pyrrol-1-yl)bicyclo[1.1.1]pent-1-yl)carbamic acid tert-butyl ester